1-[3-(1-hydroxyethyl)-6-[5-[(6-methoxypyridazin-3-yl)amino]benzimidazol-1-yl]-2-pyridyl]-5-methyl-pyrazole-3-carbonitrile OC(C)C=1C(=NC(=CC1)N1C=NC2=C1C=CC(=C2)NC=2N=NC(=CC2)OC)N2N=C(C=C2C)C#N